COCC12OCC(C1)(C2)CO (1-methoxymethyl-2-oxabicyclo[2.1.1]hexan-4-yl)methanol